1,4-dimethyl-3-[2-methyl-4-(4-methylimidazol-1-yl)phenyl]sulfonyl-pyrrolo[2,3-b]pyridine CN1C=C(C=2C1=NC=CC2C)S(=O)(=O)C2=C(C=C(C=C2)N2C=NC(=C2)C)C